trans-4-((4-(2-Cyclopropylthiazol-5-yl)pyridin-2-yl)((trans-4-(4-methoxy-3-methylphenyl)cyclohexyl)-methyl)carbamoyl)cyclohexanecarboxylic acid C1(CC1)C=1SC(=CN1)C1=CC(=NC=C1)N(C(=O)[C@@H]1CC[C@H](CC1)C(=O)O)C[C@@H]1CC[C@H](CC1)C1=CC(=C(C=C1)OC)C